O1CCN(CC1)C1=NC(=NC(=N1)N1CCOCC1)C1=CC2=C(N=C(O2)N)C=C1 6-(4,6-dimorpholino-1,3,5-triazin-2-yl)benzo[d]oxazol-2-amine